4-(4-(2-(4,4-difluoropiperidin-1-yl)-6-ethylpyrimidin-4-yl)-1H-pyrazol-1-yl)-3-(6-Azaspiro[2.5]octane-6-yl)aniline FC1(CCN(CC1)C1=NC(=CC(=N1)C=1C=NN(C1)C1=C(C=C(N)C=C1)N1CCC2(CC2)CC1)CC)F